NCC=1C=C(C=CC1N1[C@@H](CN(CC1)C(C1=C(C=C(C=C1)Cl)C(F)(F)F)=O)CC)C=1C(=NC=CC1)N(C)C 3-[3-(aminomethyl)-4-[(2R)-4-[4-chloro-2-(trifluoromethyl)benzoyl]-2-ethylpiperazin-1-yl]phenyl]-N,N-dimethylpyridin-2-amine